O=C1N(CCN(C1)C(=O)OCC1=CC=CC=C1)C(=O)OC(C)(C)C O4-benzyl O1-tert-butyl 2-oxopiperazine-1,4-dicarboxylate